N-((7R)-2-Cyano-2-azabicyclo[2.2.1]heptan-7-yl)-5-(4-(phenylamino)pyridin-3-yl)thiazol-2-carboxamid C(#N)N1C2CCC(C1)[C@H]2NC(=O)C=2SC(=CN2)C=2C=NC=CC2NC2=CC=CC=C2